2-bromo-N-(2-bromophenylmethyl)-4-fluorobenzamide BrC1=C(C(=O)NCC2=C(C=CC=C2)Br)C=CC(=C1)F